1-(2-((2-((3-chloro-2-fluorobenzyl)amino)-2-oxoethyl)(isopropyl)amino)-2-oxoethyl)-1H-indole-3-carboxamide ClC=1C(=C(CNC(CN(C(CN2C=C(C3=CC=CC=C23)C(=O)N)=O)C(C)C)=O)C=CC1)F